2,5-dimethylsulfolane CC1S(=O)(=O)C(CC1)C